N1(N=CC=C1)CC1=CC=C(CN2CCC2)C=C1 1-(4-((1H-pyrazol-1-yl)methyl)benzyl)azetidin